C1(=CC=CC=C1)NOC=1C(C(=O)O)=CC=CC1.C1(=CC=CC=C1)OC(C1=C(C=C(C=C1)N)O)=O 4-amino-2-hydroxy-benzoic acid phenyl ester (phenyl amino salicylate)